C(C1=CC=CC=C1)N1CC(CCC1)NC1=CC=C2C(NC(=NC2=C1)CSC1CCOCC1)=O 7-[(1-benzyl-3-piperidinyl)amino]-2-(tetrahydropyran-4-ylsulfanylmethyl)-3H-quinazolin-4-one